1-(4,5-dimethoxy-2-nitrophenyl)ethan-1-one COC1=CC(=C(C=C1OC)C(C)=O)[N+](=O)[O-]